NC1=NC(=C(C=2N1N=C(N2)CC2=C(C=CC=C2F)CN2C(NCC2=O)=O)C2=NC=NC=C2)C2=C(C#N)C=CC=C2 (5-amino-2-(2-((2,5-dioxo-imidazolidin-1-yl)methyl)-6-fluorobenzyl)-8-(pyrimidin-4-yl)-[1,2,4]triazolo[1,5-c]pyrimidin-7-yl)benzonitrile